FC1=CC=C(C=C1)C1=CC=C(C=C1)C(C1=CC=C(C=C1)[N+](=O)[O-])OC 4-fluoro-4'-(methoxy(4-nitrophenyl)methyl)-1,1'-biphenyl